4-((1-(4-(2-(2-aminopyridin-3-yl)-5-(tert-butyl)-3H-imidazo[4,5-b]pyridin-3-yl)benzyl)piperidin-4-yl)amino)pyrimidine-2-carbonitrile NC1=NC=CC=C1C1=NC=2C(=NC(=CC2)C(C)(C)C)N1C1=CC=C(CN2CCC(CC2)NC2=NC(=NC=C2)C#N)C=C1